methyl (2Z)-3-(3-cyano-4-fluorophenyl)prop-2-enoate C(#N)C=1C=C(C=CC1F)\C=C/C(=O)OC